C(CC)NCCC1=CNC=2C=CC=C(C12)O 3-(2-(propylamino)ethyl)-1H-indol-4-ol